C(C)OC=1C=C(C=CC1OC)[C@H](CS(=O)(=O)C)O (R)-1-(3-ethoxy-4-methoxyphenyl)-2-(methylsulfonyl)ethanol